1-benzyl-N-(2,9-dimethyl-8-oxo-6,7-dihydro-5H-imidazo[1,2-a][1,3]diazepin-7-yl)-1,2,4-triazole-3-carboxamide C(C1=CC=CC=C1)N1N=C(N=C1)C(=O)NC1C(N(C=2N(CC1)C=C(N2)C)C)=O